3-[BUTYL(CYCLOPROPYL)AMINO]PROPANAL C(CCC)N(CCC=O)C1CC1